FC=1C=C2CCN(C2=CC1)C=1C2=C(N=CN1)SC(=N2)N 7-(5-fluoroindolin-1-yl)thiazolo[5,4-d]pyrimidin-2-amine